1-vinyl-3-propanecarboxylic acid C(=C)CCCC(=O)O